1-N-dibutylaminomethylcarboxylbenzotriazole C(CCC)N(CCCC)CN1N=NC2=C1C=CC=C2C(=O)O